N(=[N+]=[N-])C(C(F)F)C=1SC(=C(N1)C)OC1=C(C=C(C=C1)N1N=CN(C1=O)CC1=C(C=CC=C1F)F)F 2-(4-((2-(1-azido-2,2-difluoroethyl)-4-methylthiazol-5-yl)oxy)-3-fluorophenyl)-4-(2,6-difluorobenzyl)-2,4-dihydro-3H-1,2,4-triazol-3-one